C(C)(C)(C)C1=NN(CO1)C1CCC(CC2=C1C=CC(=C2)C2=NC(=NC=C2)NC=2C=NN(C2)C)O 5-(tert-butyl)-N-(8-hydroxy-2-(2-((1-methyl-1H-pyrazol-4-yl)amino)pyrimidin-4-yl)-6,7,8,9-tetrahydro-5H-benzo[7]annulen-5-yl)-1,3,4-oxadiazole